ClC1=NC(=NC(=C1I)Cl)C1CC1 4,6-dichloro-2-cyclopropyl-5-iodopyrimidine